OCCC1=CC(=NC=C1)N1C=NC=C1 3-(4-(2-hydroxyethyl)pyridin-2-yl)imidazole